5-((1-benzylpiperidin-4-yl)(methyl)amino)-3-fluoro-N-(6-fluoropyridin-2-yl)-6-methylpyridin-2-sulfonamide C(C1=CC=CC=C1)N1CCC(CC1)N(C=1C=C(C(=NC1C)S(=O)(=O)NC1=NC(=CC=C1)F)F)C